N-(6,7-diphenyl-1,8-naphthyridin-3-yl)-3-methoxypyrrolidine-1-carboxamide C1(=CC=CC=C1)C=1C=C2C=C(C=NC2=NC1C1=CC=CC=C1)NC(=O)N1CC(CC1)OC